FC(C)(S(=O)(=O)C1=CC=NN1C)C1CCN(CC1)C(=O)NC1=CC(=NC=C1)F 4-(1-fluoro-1-((1-methyl-1H-pyrazol-5-yl)sulfonyl)ethyl)-N-(2-fluoro-pyridin-4-yl)piperidine-1-carboxamide